5,5'-(2,6-dimethyl-1,4-phenylene)bis(3,4-ethylenedioxythiophene) CC1=C(C(=CC(=C1)C1=C2C(=CS1)OCCO2)C)C2=C1C(=CS2)OCCO1